C(C)C=1C(=CC2=CN(N=C2C1)C1CCC(CC1)C(=O)OC)NC(=O)C1=NC(=CC=C1)C(F)(F)F Methyl 4-[6-ethyl-5-[[6-(trifluoromethyl)pyridine-2-carbonyl]amino]indazol-2-yl]cyclohexanecarboxylate